COC1=C(CN(C2=NC(=NN3C2=NC=C3CC3=C(C=C(OCCN(C(OC(C)(C)C)=O)C)C=C3)OCC)O[C@@H](CCO)CCC)CC3=C(C=C(C=C3)OC)OC)C=CC(=C1)OC |o1:38| tert-butyl (R or S)-(2-(4-((4-(bis(2,4-dimethoxybenzyl)amino)-2-((1-hydroxyhexan-3-yl)oxy)imidazo[2,1-f][1,2,4]triazin-7-yl)methyl)-3-ethoxyphenoxy)ethyl)(methyl)carbamate